C(C)(C)(C)OC(=O)N=C(C(=O)O)C(C)(C)C 2-tert-butoxycarbonylimino-3,3-dimethylbutyric acid